(isoquinolin-1-yl)-3-(4-(1-methyl-4-(trifluoromethyl)-1H-imidazol-2-yl)phenyl)-1,2,4-oxadiazole C1(=NC=CC2=CC=CC=C12)C1=NC(=NO1)C1=CC=C(C=C1)C=1N(C=C(N1)C(F)(F)F)C